FC1=CC=C(CN(C(=O)NCC2=CC=C(C=C2)OCC(C)C)C[C@@H]2N(CCC2)C)C=C1 (R)-1-(4-fluorobenzyl)-3-(4-isobutoxyphenyl-methyl)-1-((1-methylpyrrolidin-2-yl)methyl)urea